C1(=CC=CC=C1)S(=O)(=O)N1C=CC=2C1=NC=CC2C2=C(C=C(C=C2)NC(=O)[C@@H](CC(C)C)NC(OC(C)(C)C)=O)C#N tert-Butyl N-[(1R)-1-[[4-[1-(benzenesulfonyl)pyrrolo[2,3-b]pyridin-4-yl]-3-cyano-phenyl]carbamoyl]-3-methyl-butyl]carbamate